3-chloro-5,6,7,8-tetrahydroquinoxaline-2-carboxylic acid ClC=1C(=NC=2CCCCC2N1)C(=O)O